5-ethyl-1,4-heptadieneEne C(C)C(=CCC=C)C=C